(S)-8-chloro-6-(((6-fluoro-2-methylpyridin-3-yl)(5-iodo-1-(1-methylcyclopropyl)-1H-1,2,3-triazol-4-yl)methyl)amino)-4-(neopentylamino)quinoline-3-carbonitrile ClC=1C=C(C=C2C(=C(C=NC12)C#N)NCC(C)(C)C)N[C@H](C=1N=NN(C1I)C1(CC1)C)C=1C(=NC(=CC1)F)C